5-(benzo[d]oxazol-2-yl)-2-isopropyl-3-methoxyphenol O1C(=NC2=C1C=CC=C2)C=2C=C(C(=C(C2)O)C(C)C)OC